C(C(=O)[O-])(=O)[O-].C(C(=O)[O-])(=O)[O-].[Na+].[Na+].[Na+].[Na+] Sodium dioxalate